FC1(CCC(CC1)[C@@H](C=1N=C2N(N=CC(=C2)CN2C(NC(CCC2)C)=O)C1)NC(OC(C)(C)C)=O)F tert-Butyl ((1S)-(4,4-difluorocyclohexyl)(7-((4-methyl-2-oxo-1,3-diazepan-1-yl)methyl)imidazo[1,2-b]pyridazin-2-yl)methyl)carbamate